FC1=CC(=C(C=C1)C#CCNC(OC(C)(C)C)=O)C(F)(F)F tert-butyl (3-(4-fluoro-2-(trifluoromethyl)phenyl)prop-2-yn-1-yl)carbamate